ClC=1C=C(C=C(C1)Cl)C=1OC2=C(N1)C=CC(=C2)C(=O)OC2CCCN1CCCCC21 Octahydro-1H-quinolizin-1-yl 2-(3,5-dichlorophenyl)benzo[d]oxazole-6-carboxylate